BrC1=C(C(=C(C=C1)C=1C(=NN(C1)CC(C)=O)C(F)(F)F)F)F 1-[4-(4-bromo-2,3-difluoro-phenyl)-3-(trifluoromethyl)pyrazol-1-yl]propan-2-one